Hypochlorous Acid ClO